(Z)-benzyl ((E)-4-trideuteriomethyl-15-cyclopropyl-2,7-dioxo-1-oxa-4,6-diazacyclopentadec-10-en-5-ylidene)carbamate [2H]C(N\1CC(OC(CCC/C=C/CCC(N/C1=N/C(OCC1=CC=CC=C1)=O)=O)C1CC1)=O)([2H])[2H]